tert-butyl 4-(4-(2-fluoroethoxy)-3-methylbenzoyl)piperazine-1-carboxylate FCCOC1=C(C=C(C(=O)N2CCN(CC2)C(=O)OC(C)(C)C)C=C1)C